ClC=1C=C(N)C=CC1OCC=1C=NC=CN1 3-chloro-4-(pyrazin-3-ylmethoxy)aniline